3-[4-[1-[[3-[4-[4-(aminomethyl)-3-methyl-phenyl]pyrrolo[2,1-f][1,2,4]triazin-6-yl]phenyl]methyl]-4-piperidyl]anilino]piperidine-2,6-dione NCC1=C(C=C(C=C1)C1=NC=NN2C1=CC(=C2)C=2C=C(C=CC2)CN2CCC(CC2)C2=CC=C(NC1C(NC(CC1)=O)=O)C=C2)C